Cl.CNC1CC2=C(C(=CS2)C(F)(F)F)CC1 N-methyl-3-(trifluoromethyl)-4,5,6,7-tetrahydrobenzothiophen-6-amine hydrochloride